C(CCCC)C1=NNC=C1 pentylpyrazole